C(CCCCCCC)N1C(N(C(N(C1=O)CCC(=O)O)=O)CCC(=O)O)=O octylbis(2-carboxyethyl)cyanuric acid